N-methoxy-N,1-dimethylcyclobutanecarboxamide CON(C(=O)C1(CCC1)C)C